OCCOC1=C(C=C(C=C1C)C1=NC2=CC=C(C=C2C(N1)=O)CN1CCN(CC1)C)C 2-(4-(2-hydroxyethoxy)-3,5-dimethylphenyl)-6-((4-methylpiperazin-1-yl)methyl)quinazolin-4(3H)-one